N(=[N+]=[N-])C(CCNC(C(F)(F)F)=O)OCC1=CC=C(C(=O)OC)C=C1 Methyl 4-[(1-azido-3-trifluoroacetamidopropoxy)methyl]benzoate